N(=NC(=O)OC(C)C)C(=O)OC(C)C Di-iso-propyl azodicarboxylate